ClC=1C2=C(N=CN1)N(C=C2I)[C@@H]2CC([C@@H]1[C@H]2OC(O1)(C)C)C1CN(CCC1)C(=O)OCCCC Butyl 3-((3aR,6R,6aS)-6-(4-chloro-5-iodo-7H-pyrrolo[2,3-d]pyrimidin-7-yl)-2,2-dimethyltetrahydro-4H-cyclopenta[d][1,3]dioxol-4-yl)piperidine-1-carboxylate